FC1(CC(N)=CC=C1F)F 3,4,3-trifluoroaniline